CN1C2C=CC(C1C=1C=NC=CC1)CC2 2-methyl-3-(pyridin-3-yl)-2-azabicyclo[2.2.2]Oct-5-ene